BrCC(=O)C1=C(C=C(C=C1)OC1=CC=C(C=C1)Cl)C(F)(F)F 2-bromo-1-[4-(4-chlorophenoxy)-2-trifluoromethyl-phenyl]ethanone